C1(=CC=C(C=C1)S(=O)(=O)O)C1=CC=C(C=C1)S(=O)(=O)O 4,4'-biphenyl-disulfonic acid